C1(CCCCCCC1)P(CCCO)=O cyclooctyl-(3-hydroxypropyl)phosphine oxide